ClC=1C(=NC(=NC1)N[C@H]1[C@@H](CN(CC1)S(=O)(=O)C)O)C=1C=C(C2=C(N(C(=N2)[C@@H](C)O)C(C)C)C1)F (3R,4R)-4-[(5-chloro-4-{4-fluoro-2-[(1R)-1-hydroxyethyl]-1-(propan-2-yl)-1H-benzimidazol-6-yl}pyrimidin-2-yl)amino]-1-(methylsulfonyl)piperidin-3-ol